C(CCCCCCCCCCCCC)P(O)(=O)CCCCCCCCCCCCCC bis(tetradecyl)phosphinic acid